6-(morpholin-4-yl)-pyrimidine N1(CCOCC1)C1=CC=NC=N1